4,7-Dibromo-3-nitroquinoline BrC1=C(C=NC2=CC(=CC=C12)Br)[N+](=O)[O-]